(4-Phenylbutyryl)-L-valine C1(=CC=CC=C1)CCCC(=O)N[C@@H](C(C)C)C(=O)O